4-(4-((azetidin-3-ylmethyl)amino)-6-methylquinazolin-2-yl)-1-(cyclopropylimino)-2,3,4,5-tetrahydro-benzo[f][1,4]thiazepine N1CC(C1)CNC1=NC(=NC2=CC=C(C=C12)C)N1CCS(C2=C(C1)C=CC=C2)=NC2CC2